3-((2-(2,4-dichlorophenyl)quinolin-4-yl)thio)propyl 2-oxo-2H-chromene-3-carboxylate O=C1OC2=CC=CC=C2C=C1C(=O)OCCCSC1=CC(=NC2=CC=CC=C12)C1=C(C=C(C=C1)Cl)Cl